CC1(CC=C(C=C1)N)NC 1,N1-dimethyl-benzene-1,4-diamine